FC(C1=C(C(C2=CC=C(C=C2)F)OC2CN(C2)C(=O)NC(C)C)C=CC=C1)(F)F 3-[2-(trifluoromethyl)-4'-fluorobenzhydryloxy]-N-(iso-propyl)azetidine-1-carboxamide